6-cyano-N-(4-(hydroxymethyl)tetrahydro-2H-pyran-4-yl)-2-methyl-5-((4-methylthiazol-5-yl)-methoxy)benzofuran-3-carboxamide C(#N)C1=CC2=C(C(=C(O2)C)C(=O)NC2(CCOCC2)CO)C=C1OCC1=C(N=CS1)C